dimethyldihydro-2H-pyran-4(3H)-one CC1(OCCC(C1)=O)C